NC1=NC=CC(=C1Cl)SC=1N=C(C(=NC1)N1CCC2([C@@H]([C@@H](OC2)C)N)CC1)S(=O)C (3S,4S)-8-[5-[(2-amino-3-chloropyridin-4-yl)thio]-3-methylsulfinylpyrazin-2-yl]-3-methyl-2-oxa-8-azaspiro[4.5]decan-4-amine